BrC=1C=C(CNC2CC3=C(C=CC(=C3CC2)OC)OC)C=C(C1)C N-(3-bromo-5-methylbenzyl)-5,8-dimethoxy-1,2,3,4-tetrahydronaphthalen-2-amine